C1(CC1)NC(C1=C(C=C(C=C1OC)C1=CN=C2N1C=CC(=C2)OC2=NC=CC=C2)OC(F)F)=O N-cyclopropyl-2-(difluoromethoxy)-6-methoxy-4-[7-(2-pyridyloxy)imidazo[1,2-a]pyridin-3-yl]benzamide